(+/-)-(1S,3S)-3-(4-(5-((3-phenyl-3-methylureido)methyl)-1-methyl-1H-1,2,3-triazol-4-yl)-phenoxy)cyclohexane-1-carboxylic acid isopropyl ester C(C)(C)OC(=O)[C@@H]1C[C@H](CCC1)OC1=CC=C(C=C1)C=1N=NN(C1CNC(=O)N(C)C1=CC=CC=C1)C |r|